NC1=C(C=C(C=C1)C1=CC=C(C=C1)F)NC(C1=CC=C(C=C1)S(=O)(=N)C=1C=NC(=CC1)CO)=O N-[2-amino-5-(4-fluorophenyl)phenyl]-4-[[6-(hydroxymethyl)-3-pyridyl]sulfonimidoyl]benzamide